CCCCCCCCCCCCCCCC(=O)OC[C@H](COP(=O)([O-])[O-])OC(=O)CC/C=C\\C/C=C\\C/C=C\\C/C=C\\C/C=C\\C/C=C\\CC The molecule is a 1,2-diacyl-sn-glycerol 3-phosphate(2-) in which the 1- and 2-acyl substituent are specified as palmitoyl and (4Z,7Z,10Z,13Z,16Z,19Z)-docosahexaenoyl respectively; major species at pH 7.3. It is a conjugate base of a 1-palmitoyl-2-[(4Z,7Z,10Z,13Z,16Z,19Z)-docosahexaenoyl]-sn-glycero-3-phosphate.